C12NC3CC(NC(C1)C3)C2 2,6-diaza-adamantane